[I-].C[N+](C)(C)CCC N,N,N-trimethyl-propyl-ammonium iodide